NC=1NC(C=2N=CN(C2N1)[C@H]1[C@H](O)[C@@H](O)[C@H](O1)COP(=O)(OP(=O)(OP(=O)(O)O)O)O)=O 2-amino-9-[5-O-(hydroxy{[hydroxy(phosphonooxy)phosphoryl]oxy}phosphoryl)-β-D-xylofuranosyl]-1,9-dihydro-6H-purin-6-one